3-(5-(4-methylpiperazin-1-yl)pyridin-3-yl)-3-(5-(2-(5,6,7,8-tetrahydro-1,8-naphthyridin-2-yl)ethoxy)-1H-indazol-1-yl)propanoic acid CN1CCN(CC1)C=1C=C(C=NC1)C(CC(=O)O)N1N=CC2=CC(=CC=C12)OCCC1=NC=2NCCCC2C=C1